methyl (4aS,7aS)-7-formyl-1-hydroxy-1,4a,5,7a-tetrahydrocyclopenta[c]-pyran-4-carboxylate C(=O)C1=CC[C@H]2[C@@H]1C(OC=C2C(=O)OC)O